Cl.COC(=O)C1=CC2=C(N=C(N2CCOC)CCl)C=C1 2-(chloromethyl)-3-(2-methoxyethyl)benzimidazole-5-carboxylic acid methyl ester hydrochloride